4-bromo-8-chloro-1-methyl-[1,2,4]triazolo[4,3-a][1,6]naphthyridine BrC=1C=2N(C3=CC(=NC=C3C1)Cl)C(=NN2)C